BrC1=CC=C(C=C1)C1(CC1)C(=O)OC(C)(C)C tert-Butyl 1-(4-bromophenyl)cyclopropanecarboxylate